(2R)-4-[(2R)-3-(3,4-dihydro-1H-isoquinolin-2-yl)-2-hydroxy-propyl]-8-[[1-[(2S)-2-hydroxypropyl]-4-piperidinyl]oxy]-2-methyl-2,3-dihydro-1,4-benzoxazepin-5-one C1N(CCC2=CC=CC=C12)C[C@H](CN1C[C@H](OC2=C(C1=O)C=CC(=C2)OC2CCN(CC2)C[C@H](C)O)C)O